4,4-dimethyl-3-phenylpent-1-yn-3-ol CC(C(C#C)(O)C1=CC=CC=C1)(C)C